C(C1=CC=CC=C1)NC1=C2N=CN(C2=NC(=N1)C=1C=NC(=CC1)C)[C@H]1[C@@H]([C@@H]([C@H](O1)C(=O)NC)O)O (2S,3S,4R,5R)-5-(6-(benzylamino)-2-(6-methylpyridin-3-yl)-9H-purin-9-yl)-3,4-dihydroxyl-N-methyltetrahydrofuran-2-carboxamide